C(C)(C)C1=CC=C(C=C1)C(C(C)(C)O)=O 4'-isopropyl-2-hydroxy-2-methyl-propiophenone